C([C@H]([C@H]([C@@H]([C@@H](CO)O)O)O)O)O (2R,3R,4R,5R)-hexane-1,2,3,4,5,6-hexaol